4-(hydroxymethyl)bicyclo[2.2.2]Octane-1-carboxylic acid methyl ester COC(=O)C12CCC(CC1)(CC2)CO